N,N-dimethyl-3-[(3R)-2-(p-tolylsulfonyl)-3,4-dihydro-1H-isoquinolin-3-yl]propan-1-amine CN(CCC[C@H]1N(CC2=CC=CC=C2C1)S(=O)(=O)C1=CC=C(C=C1)C)C